ClC1=CC(=C2C(=N1)N(C=C2)C)CN2CCCC2 6-chloro-1-methyl-4-(pyrrolidin-1-ylmethyl)-1H-pyrrolo[2,3-b]pyridine